Methyl (5-(2-fluoro-5-((7-fluoro-4-oxo-3,4-dihydrophthalazin-1-yl)methyl)phenyl)-1H-benzoimidazol-2-yl)carbamate FC1=C(C=C(C=C1)CC1=NNC(C2=CC=C(C=C12)F)=O)C1=CC2=C(NC(=N2)NC(OC)=O)C=C1